5-(2-((((9H-fluoren-9-yl)methoxy)carbonyl)amino)ethyl)-2-(((tert-butoxycarbonyl) amino)methyl)benzyl methanesulfonate CS(=O)(=O)OCC1=C(C=CC(=C1)CCNC(=O)OCC1C2=CC=CC=C2C=2C=CC=CC12)CNC(=O)OC(C)(C)C